FC1=C(C=CC(=C1)C1=NOC(=N1)C(F)(F)F)CNS(=O)(=O)CCOC N-[[2-fluoro-4-[5-(trifluoromethyl)-1,2,4-oxadiazol-3-yl]phenyl]methyl]-2-methoxyethanesulfonamide